((2S,4S)-1-acryloyl-4-(6,8-dichloro-7-(3-chloro-2-methoxyphenyl)-4-(3-(dimethylamino)azetidin-1-yl)-1H-[1,2,3]triazolo[4,5-c]quinolin-1-yl)piperidin-2-yl)acetonitrile C(C=C)(=O)N1[C@@H](C[C@H](CC1)N1N=NC=2C(=NC=3C(=C(C(=CC3C21)Cl)C2=C(C(=CC=C2)Cl)OC)Cl)N2CC(C2)N(C)C)CC#N